C1=CC=C(C(=C1)[N+](=O)[O-])S(=O)(=O)NCCO N-(2-hydroxyethyl)-2-nitrobenzenesulfonamide